ClC=1C=C(C#N)C=C(C1N1N=CC=2C=NC(=CC21)NC2=NC=NC(=C2)N2C[C@@H](OCC2)CO)Cl (R)-3,5-dichloro-4-(6-((6-(2-(hydroxymethyl)morpholino)pyrimidin-4-yl)amino)-1H-pyrazolo[4,3-c]pyridin-1-yl)benzonitrile